NC1=NC(=NN2C1=NC=C2C=2C=C(C=CC2C)S(=O)(=O)N2CC(C2)(O)C2CC2)C(F)(F)F 1-((3-(4-amino-2-(trifluoromethyl)imidazo[2,1-f][1,2,4]triazin-7-yl)-4-methylphenyl)sulfonyl)-3-cyclopropylazetidin-3-ol